C(C)OC=1C=CC=2C=CC3=C(C4=C(N5C(O3)C(C(N5)=O)(C)C)C=CC(=C4)OC)C2C1 2-Ethoxy-14-methoxy-8,8-dimethyl-7a,8-dihydrobenzo[d]naphtho[1,2-f]pyrazolo[5,1-b][1,3]oxazepin-9(10H)-one